8-chloro-1-(methylamino)-1,2,4,5-tetrahydropyrano[3,4-c]isoquinolin-6-one ClC=1C=CC=2C3=C(NC(C2C1)=O)COCC3NC